1-((2R)-4-(6-chloro-8-fluoro-7-(2-fluoro-6-hydroxy-phenyl)quinazolin-4-yl)-2-methyl-piperazin-1-yl)prop-2-en-1-one ClC=1C=C2C(=NC=NC2=C(C1C1=C(C=CC=C1O)F)F)N1C[C@H](N(CC1)C(C=C)=O)C